C(C1=CC=CC=C1)OC1=C(C(=C(C=C1)C(C)=O)OC)F 1-(4-(benzyloxy)-3-fluoro-2-methoxyphenyl)ethan-1-one